4-[3-[2-[2-(2-aminoethoxy)ethoxy]propyl]-1-oxo-isoindolin-2-yl]piperidine-2,6-dione NCCOCCOC(CC1N(C(C2=CC=CC=C12)=O)C1CC(NC(C1)=O)=O)C